C(C)OC(CCNC1=CC=C(C=C1)N1CCN(CC1)C(=O)OC(C)(C)C)=O tert-butyl 4-[4-[(3-ethoxy-3-oxo-propyl)amino]phenyl]piperazine-1-carboxylate